(R)-N-(6-(1-methyl-5-(piperidin-1-ylmethyl)-1H-pyrazol-4-yl)isoquinolin-3-yl)-2-(2-methylpyrrolidin-1-yl)acetamide CN1N=CC(=C1CN1CCCCC1)C=1C=C2C=C(N=CC2=CC1)NC(CN1[C@@H](CCC1)C)=O